1-(2-{[(tert-butoxy)carbonyl]Amino}ethyl)-3-(4-fluorophenyl)-4-iodopyrrole-2-carboxylic acid methyl ester COC(=O)C=1N(C=C(C1C1=CC=C(C=C1)F)I)CCNC(=O)OC(C)(C)C